C(C)(C)(C)N1N=C(C(=C1C)O)C1=C(C=C(C=C1)F)F 1-(tert-Butyl)-3-(2,4-difluorophenyl)-5-methyl-pyrazol-4-ol